(R)-ethyl 2-(7-(4-cyclopentyl-3-(trifluoromethyl)benzyloxy)-1,2,3,4-tetrahydrocyclopenta[b]indol-3-yl)acetate C1(CCCC1)C1=C(C=C(COC2=CC=3C4=C(NC3C=C2)[C@H](CC4)CC(=O)OCC)C=C1)C(F)(F)F